ClC1=CC(=C(C=N1)C1=NC=C(C=C1F)CN1CCC(CC1)F)F 6'-Chloro-3,4'-difluoro-5-((4-fluoropiperidin-1-yl)methyl)-2,3'-bipyridine